N-(3-{1-ethyl-5-[(methylamino)methyl]-1H-indol-2-yl}prop-2-yn-1-yl)-6-methylpyridine-3-carboxamide C(C)N1C(=CC2=CC(=CC=C12)CNC)C#CCNC(=O)C=1C=NC(=CC1)C